NC=1C=NC(=NC1)CNC(OC(C)(C)C)=O tert-butyl N-[(5-aminopyrimidin-2-yl)methyl]carbamate